C(C)N1C2=NC(=NC(=C2N=C1)N[C@@H]1CN(CC1)C(=O)OC(C)(C)C)N[C@@H]([C@H](C)O)CC tert-butyl (S)-3-((9-ethyl-2-(((2S,3R)-2-hydroxypentan-3-yl)amino)-9H-purin-6-yl)amino)pyrrolidine-1-carboxylate